allyl (6aS)-3-hydroxy-2,6-dimethoxy-12-oxo-8-(pyrimidin-5-yl)-6,6a,7,10-tetrahydrobenzo[e]pyrido[1,2-a][1,4]diazepine-5(12H)-carboxylate OC=1C(=CC2=C(N(C([C@H]3N(C2=O)CC=C(C3)C=3C=NC=NC3)OC)C(=O)OCC=C)C1)OC